(4-((4-amino-2-butyl-1H-imidazo[4,5-c]quinolin-1-yl)methyl)benzyl)-6-(2,5-dioxo-2,5-dihydro-1H-pyrrol-1-yl)hexanamide NC1=NC=2C=CC=CC2C2=C1N=C(N2CC2=CC=C(CC(C(=O)N)CCCCN1C(C=CC1=O)=O)C=C2)CCCC